6-[(4-fluoro-1-methyl-1H-pyrazol-5-yl)methoxy]-2-methyl-N-(4,4,4-trifluoro-1-hydroxybutan-2-yl)indolizine-3-carboxamide FC=1C=NN(C1COC1=CN2C(=C(C=C2C=C1)C)C(=O)NC(CO)CC(F)(F)F)C